5-bromo-6-methyl-2-[3-oxo-1H-spiro[indene-2,4-piperidin]-1-yl]pyrimidine-4-carbonitrile BrC=1C(=NC(=NC1C)C1C2=CC=CC=C2C(C12CCNCC2)=O)C#N